C(C)(C)(C)OC(C(=O)O)C(C=O)P(=O)(OCC)OCC (tert-butoxy)-3-(diethoxyphosphoryl)-4-oxobutanoic acid